C(C)OC(=O)C=1C(CC2N(C(CN3N=C4C(=CC=CC4=C32)OC)C(C)(C)C)C1)=O 6-(tert-butyl)-10-methoxy-2-oxo-2,6,7,13c-tetrahydro-1H-pyrido[2',1':3,4]pyrazino[1,2-b]indazole-3-carboxylic acid ethyl ester